(S)-N-(3-methoxypropionyl)phenylpropionamido-D-leucine COCCC(=O)N([C@@H](CC(C)C)C(=O)O)NC(CCC1=CC=CC=C1)=O